ClC1=CC=C(C=C1)[C@H](C)N(S(=O)(=O)N1CCOCC1)CC (S)-N-(1-(4-chlorophenyl)ethyl)-N-ethylmorpholine-4-sulfonamide